(E)-5-((6-(2-(5-Cyclopropyl-3-(3,5-dichloropyridin-4-yl)isoxazol-4-yl)vinyl)spiro[3.3]heptan-2-yl)methoxy)-1-methyl-1H-pyrazol C1(CC1)C1=C(C(=NO1)C1=C(C=NC=C1Cl)Cl)/C=C/C1CC2(CC(C2)COC2=CC=NN2C)C1